1-(2-((2-methoxy-4-(1-methyl-1H-pyrazol-4-yl)phenyl)amino)pyrido[3,4-d]pyrimidin-8-yl)azetidine-3-carbonitrile COC1=C(C=CC(=C1)C=1C=NN(C1)C)NC=1N=CC2=C(N1)C(=NC=C2)N2CC(C2)C#N